(S)-methyl 3-(N-(2-(3-hydroxypiperidin-1-yl)-5-(methylsulfonyl) phenyl) sulfamoyl)-4-methoxybenzoate O[C@@H]1CN(CCC1)C1=C(C=C(C=C1)S(=O)(=O)C)NS(=O)(=O)C=1C=C(C(=O)OC)C=CC1OC